OC1(CCN(CC1)CC[C@@H](NC(=O)C=1SC2=NC=3CC[C@@H](CC3C=C2N1)C(C)(C)C)C1=CC=C(C=C1)C=1C=NC(=C(C1)F)O)C[NH3+] [4-hydroxy-1-[(3R)-3-[4-(5-fluoro-6-hydroxy-3-pyridyl)phenyl]-3-[[(7S)-7-tert-butyl-5,6,7,8-tetrahydrothiazolo[5,4-b]quinoline-2-carbonyl]amino]propyl]-4-piperidyl]methylammonium